(3'-Chloro-4'-fluoroanilino)-7-methoxy-6-(3-morpholinopropoxy)quinazoline ClC=1C=C(NC2=NC3=CC(=C(C=C3C=N2)OCCCN2CCOCC2)OC)C=CC1F